N=1C=CN2C1C=C(C=C2)C=2C(=C1C(=NC2)NC=C1)N1CCC2(CCNC2=O)CC1 8-(5-(imidazo[1,2-a]pyridin-7-yl)-1H-pyrrolo[2,3-b]pyridin-4-yl)-2,8-diazaspiro[4.5]decan-1-one